CN(C1CC2=CC(=CC=C2CC1)[N+](=O)[O-])C N,N-dimethyl-7-nitro-1,2,3,4-tetrahydronaphthalen-2-amine